tert-butyl (S)-6-(4,4-difluoropiperidine-1-carbonyl)-7-(4-fluorobenzyl)-2-methyl-2,3-dihydro-1H-pyrido[2,3-b][1,4]oxazine-1-carboxylate FC1(CCN(CC1)C(=O)C=1C(=CC2=C(OC[C@@H](N2C(=O)OC(C)(C)C)C)N1)CC1=CC=C(C=C1)F)F